2-[2-[[6-(3-aminocyclobutoxy)-1,3-benzothiazol-2-yl]methylcarbamoyl]indan-2-yl]acetic acid NC1CC(C1)OC1=CC2=C(N=C(S2)CNC(=O)C2(CC3=CC=CC=C3C2)CC(=O)O)C=C1